5-(2,3-dimethyl-3H-imidazo[4,5-b]pyridin-5-yl)-N-(cis-4-(4-methylpiperazin-1-yl)cyclohexyl)pyrrolo[2,1-f][1,2,4]triazin-2-amine CC1=NC=2C(=NC(=CC2)C=2C=CN3N=C(N=CC32)N[C@@H]3CC[C@@H](CC3)N3CCN(CC3)C)N1C